4-(2,6-difluoro-4-nitrophenoxy)-3-[1-(propan-2-yl)-1H-pyrazol-5-yl]-1-{[2-(trimethylsilyl)ethoxy]methyl}-1H-pyrrolo[2,3-b]pyridine FC1=C(OC2=C3C(=NC=C2)N(C=C3C3=CC=NN3C(C)C)COCC[Si](C)(C)C)C(=CC(=C1)[N+](=O)[O-])F